C[C@H]1N(C[C@H](C1)COC1=CC=C(C=C1)[S@@](=O)(=NC)C)CCC=1C=C(C#N)C=CC1 3-{2-[(2R,4S)-2-methyl-4-({4-[(R)-methyl(methylimino)oxo-λ6-sulfanyl]phenoxy}methyl)pyrrolidin-1-yl]ethyl}benzonitrile